S1C(=NC2=C1C=CC=C2)NC2=C(C=C(N=N2)N(C=2SC(=C(N2)C(=O)O)CCCOC2=C(C=C(C=C2)C#CC(C)N(C)C)F)C)C 2-[[6-(1,3-benzothiazol-2-ylamino)-5-methyl-pyridazin-3-yl]-methyl-amino]-5-[3-[4-[3-(dimethylamino)but-1-ynyl]-2-fluoro-phenoxy]propyl]thiazole-4-carboxylic acid